BrC1=CC=C(C=C1)C(CON1C(C2=CC=CC=C2C1=O)=O)=O 2-(2-(4-bromophenyl)-2-oxoethoxy)isoindole-1,3-dione